[Ir].C1(=CC=CC=C1)P(C1=CC=CC=C1)C1=CC=CC=C1.C1(=CC=CC=C1)P(C1=CC=CC=C1)C1=CC=CC=C1.[C] carbon bis(triphenylphosphine) iridium